FC=1C(=CC(=[N+](C1)[O-])C)[N+](=O)[O-] 5-fluoro-2-methyl-4-nitropyridine-1-oxide